CN(CCC=1SC2=C(N1)C=C(C=C2)C2N(CC(CC2)C)C(C(=O)NC2=CC=1N(C=C2)C=CN1)=O)C Racemic-2-(2-(2-(2-(dimethylamino)ethyl)benzo[d]thiazol-5-yl)-5-methylpiperidin-1-yl)-N-(imidazo[1,2-a]pyridin-7-yl)-2-oxoacetamide